FC1=C(C=CC(=C1)F)S1C[C@H](CN2C(N=C(C3=CC(=CC1=C23)C(F)(F)F)N2[C@H](CNCC2)C)=O)O (3s)-l-1-(2,4-difluorophenyl)-3-hydroxy-8-((s)-2-methylpiperazin-1-yl)-10-(trifluoromethyl)-3,4-dihydro-2H,6H-[1,4]thiazepino[2,3,4-ij]quinazolin-6-one